(1-{2-[2-(benzyloxy)ethoxy]ethyl}-4-methyl-1H-benzotriazol-5-yl)-3-[3-(hydroxymethyl)-4-methylphenyl]propionic acid ethyl ester C(C)OC(C(CC1=CC(=C(C=C1)C)CO)C1=C(C2=C(N(N=N2)CCOCCOCC2=CC=CC=C2)C=C1)C)=O